C(C)N(C(=O)C1=C(C=CC(=C1)F)C=1C=2N(C=C(C1)C1(CN(C1)C(=O)OC(C)(C)C)F)C(=NC2)C)C(C)C Tert-butyl 3-(8-{2-[ethyl(isopropyl)carbamoyl]-4-fluorophenyl}-3-methylimidazo[1,5-a]pyridin-6-yl)-3-fluoroazetidine-1-carboxylate